FC(OCC=1C=C(C=NC1)NC(=O)C=1C(=CC(=C(C1)NC(=O)C1=CN=C(S1)C)C)F)F N-[5-[[5-(difluoromethoxymethyl)pyridin-3-yl]carbamoyl]-4-fluoro-2-methylphenyl]-2-methyl-1,3-thiazole-5-carboxamide